1-((1S,3R)-3-aminocyclohexyl)-5-(trifluoromethyl)-1H-benzo[d]imidazole-7-carbonitrile N[C@H]1C[C@H](CCC1)N1C=NC2=C1C(=CC(=C2)C(F)(F)F)C#N